benzyl (2S)-2-(cyanomethyl)-4-[6-[(3-methoxy-1-naphthyl)carbamoyl]-2-[2-(1-methylpyrrolidin-2-yl)ethylamino]pyrimidin-4-yl]piperazine-1-carboxylate C(#N)C[C@@H]1N(CCN(C1)C1=NC(=NC(=C1)C(NC1=CC(=CC2=CC=CC=C12)OC)=O)NCCC1N(CCC1)C)C(=O)OCC1=CC=CC=C1